NC1=C(C(=C(C=C1)C1CCN(CC1)C(=O)OC(C)(C)C)Cl)NC tert-butyl 4-(4-amino-2-chloro-3-(methylamino)phenyl)piperidine-1-carboxylate